Diethyl-(4-(4,4,5,5-tetramethyl-1,3,2-dioxaborolan-2-yl)phenyl)phosphine oxide C(C)P(C1=CC=C(C=C1)B1OC(C(O1)(C)C)(C)C)(CC)=O